C(C)(=O)OCC(C)OC(C)=O Propylenglycol Diacetat